FC1=CC=C(C=C1)C=1C(C(=C(N(C1C)C)C)C(=O)N)=O 5-(4-fluorophenyl)-1,2,6-trimethyl-4-oxopyridine-3-carboxamide